FC=1C=C2C(=C(C=C(C2=CC1)OC)CCl)OC 6-Fluoro-3-Chloromethyl-1,4-Dimethoxynaphthalene